4-isopropoxy-thieno[3,2-d]pyrimidine C(C)(C)OC=1C2=C(N=CN1)C=CS2